FC=1C=C(C=CC1OC(C)C)C1=NC=C(C=N1)CNC1=CC(=NC(=C1)C(F)(F)F)C=1C=NNC1 N-((2-(3-Fluoro-4-isopropoxyphenyl)pyrimidin-5-yl)methyl)-2-(1H-pyrazol-4-yl)-6-(trifluoromethyl)pyridin-4-amine